3-(6-((4-(azepan-1-ylmethyl)benzyl)thio)-2-methyl-4-oxoquinazolin-3(4H)-yl)piperidine-2,6-dione N1(CCCCCC1)CC1=CC=C(CSC=2C=C3C(N(C(=NC3=CC2)C)C2C(NC(CC2)=O)=O)=O)C=C1